N-(3-amino-trans-cyclobutyl)-N-ethyl-2-(4-(hexyloxy)phenyl)acetamide N[C@@H]1C[C@H](C1)N(C(CC1=CC=C(C=C1)OCCCCCC)=O)CC